C1(CCC(N1C(C(=O)O)(CC)C)=O)=O Succinimidyl-α-Methyl-Butanoic Acid